CC1=CC=2C3=C(NC2C=C1)C(N(C=N3)CCCC(N3CCN(CC3)C3=CC(=CC=C3)C(F)(F)F)=O)=O 8-methyl-3-(4-oxo-4-(4-(3-(trifluoromethyl)phenyl)piperazin-1-yl)butyl)-3,5-dihydro-4H-pyrimido[5,4-b]indol-4-one